1-Phenyl-undecan-1-one copper yttrium bismuth [Bi].[Y].[Cu].C1(=CC=CC=C1)C(CCCCCCCCCC)=O